C(C1=CC=CC=C1)OC1=C2C(=NC(=N1)Cl)N(N=C2)C2=C(C=C(C=C2)F)OC 4-benzyloxy-6-chloro-1-(4-fluoro-2-methoxy-phenyl)pyrazolo[3,4-d]pyrimidine